ClC=1C=C(C=NC1)C1CN(C1)[C@H]1[C@H](CCCC1)OC=1C=C2CN(C(C2=CC1)=O)C1C(NC(CC1)=O)=O 3-(5-(((1S,2R)-2-(3-(5-chloropyridin-3-yl)azetidin-1-yl)cyclohexyl)oxy)-1-oxoisoindolin-2-yl)piperidine-2,6-dione